3-acetyl-7-(5-fluoro-2-(((3S,4R)-3-hydroxytetrahydro-2H-pyran-4-yl)amino)pyrimidin-4-yl)-1-isopropylquinolin-4(1H)-one C(C)(=O)C1=CN(C2=CC(=CC=C2C1=O)C1=NC(=NC=C1F)N[C@H]1[C@@H](COCC1)O)C(C)C